C(C)(=O)N[Ca] acetamidocalcium